5-((3,4-Dichlorobenzyl)amino)-1-(1-methylpyrrolidin-3-yl)-1H-pyrazolo[4,3-d]pyrimidin-7(6H)-one TFA salt OC(=O)C(F)(F)F.ClC=1C=C(CNC=2NC(C3=C(N2)C=NN3C3CN(CC3)C)=O)C=CC1Cl